((2R,5S)-4-oxa-1-azabicyclo[3.2.1]oct-2-yl)methanol N12[C@@H](CO[C@@H](CC1)C2)CO